O=C1NC(CCC1N1C(C2=CC=C(C=C2C1)N1CCC(CC1)C(=O)N1[C@@H](CN(CC1)C(=O)OC)C)=O)=O methyl (3R)-4-(1-(2-(2,6-dioxopiperidin-3-yl)-1-oxoisoindolin-5-yl) piperidine-4-carbonyl)-3-methylpiperazine-1-carboxylate